ethyl 5-(((R)-1-((R)-2-(2-((tert-butoxycarbonyl)amino)ethyl)-5-fluoro-2-methyl-2,3-dihydrobenzofuran-7-yl)ethyl)amino)pyrazolo[1,5-a]pyrimidine-3-carboxylate C(C)(C)(C)OC(=O)NCC[C@@]1(OC2=C(C1)C=C(C=C2[C@@H](C)NC2=NC=1N(C=C2)N=CC1C(=O)OCC)F)C